BrC=1C=C2C=C(C(N(C2=CC1)C)=O)OCC(=O)NC 2-[(6-bromo-1-methyl-2-oxo-3-quinolyl)oxy]-N-methyl-acetamide